C(CCCCCCCC=C)OC(\C=C\C1=C(C=CC=C1)O)=O (E)-3-(2-hydroxyphenyl)propenoic acid dec-9-en-1-yl ester